ClC=1N=C2C(=C(C(N(C2=CC1)C)=O)C#N)N1CCN(CC1)CC=1C=CC=C2CC(NC12)=O 6-chloro-1-methyl-2-oxo-4-{4-[(2-oxo-2,3-dihydro-1H-indol-7-yl)methyl]piperazin-1-yl}-1,2-dihydro-1,5-naphthyridine-3-carbonitrile